2-(2,2,7-trifluoro-3-oxo-6-(perfluorophenyl)-2,3-dihydro-4H-benzo[b][1,4]oxazin-4-yl)acetic acid FC1(C(N(C2=C(O1)C=C(C(=C2)C2=C(C(=C(C(=C2F)F)F)F)F)F)CC(=O)O)=O)F